BrC1=C(C=CC(=C1)C(=O)O)C(=O)O 2-bromo-1,4-benzenedicarboxylic acid